(2-chloro-2-oxoethyl)-L-isoleucine tert-butyl ester C(C)(C)(C)OC([C@@H](NCC(=O)Cl)[C@@H](C)CC)=O